(E)-3-(3,4-Dimethoxyphenyl)-1-[4-[2-[[(1S,4S,5R,8S,9R,10S,12R,13R)-1,5,9-trimethyl-11,14,15,16-tetraoxatetracyclo[10.3.1.04,13.08,13]hexadecan-10-yl]oxy]ethoxy]phenyl]prop-2-en-1-one COC=1C=C(C=CC1OC)/C=C/C(=O)C1=CC=C(C=C1)OCCO[C@@H]1[C@@H]([C@@H]2CC[C@H]([C@@H]3CC[C@@]4(OO[C@]32[C@H](O1)O4)C)C)C